tert-butyl 4-[2-[1-cyclopropyl-2-[2-[6-methyl-7-oxo-1-(p-tolylsulfonyl)pyrrolo[2,3-c]pyridin-4-yl]-4-nitro-phenoxy]ethoxy]ethoxy]piperidine-1-carboxylate C1(CC1)C(COC1=C(C=C(C=C1)[N+](=O)[O-])C=1C2=C(C(N(C1)C)=O)N(C=C2)S(=O)(=O)C2=CC=C(C=C2)C)OCCOC2CCN(CC2)C(=O)OC(C)(C)C